ClC1=CC(=C(C=N1)C1=NC=C(C=C1)OC1CCN(CC1)CC(F)(F)F)F 6'-Chloro-4'-fluoro-5-((1-(2,2,2-trifluoroethyl)piperidin-4-yl)oxy)-2,3'-bipyridine